N-[(S,3R)-2-{[3'-(difluoromethyl)-2-fluoro[1,1'-biphenyl]-3-yl]methyl}-4,4-difluoro-1-(oxetane-2-carbonyl)pyrrolidin-3-yl]ethanesulfonamide FC(C=1C=C(C=CC1)C1=C(C(=CC=C1)C[C@@H]1N(CC([C@@H]1NS(=O)(=O)CC)(F)F)C(=O)C1OCC1)F)F